N-(N,N-dimethyl-1,2,3,4-tetrahydro-2-aminodibenzo-fur-8-yl)pyrazole-3-carboxamide formate C(=O)O.CN(C1CC2=C(OC3=C2C=C(C=C3)NC(=O)C3=NNC=C3)CC1)C